1-(3-chloro-4-(2,6-dioxopiperidin-3-yl)phenyl)azetidin-3-yl (3-(trifluoromethoxy)phenyl)carbamate FC(OC=1C=C(C=CC1)NC(OC1CN(C1)C1=CC(=C(C=C1)C1C(NC(CC1)=O)=O)Cl)=O)(F)F